F.[N+](=[N-])=C1CC=CC2=CC=CC=C12 alpha-diazonaphthalene hydrofluoric acid salt